potassium (S)-3-(2-hydroxypropan-2-yl)-5-methyl-4-hexenoate OC(C)(C)[C@@H](CC(=O)[O-])C=C(C)C.[K+]